Tert-Butyl 6-[[4-[1-(trifluoromethyl)cyclopropyl]pyrazol-1-yl]methyl]-2-azaspiro[3.3]heptane-2-carboxylate FC(C1(CC1)C=1C=NN(C1)CC1CC2(CN(C2)C(=O)OC(C)(C)C)C1)(F)F